(E)-3-(3,7-dimethyl-2,6-octadienyl)-2,4-dihydroxy-6-pentylbenzoic acid C\C(=C/CC=1C(=C(C(=O)O)C(=CC1O)CCCCC)O)\CCC=C(C)C